C[C@@]12C(=CC[C@H]1[C@@H]1CC=C3C[C@H](CC[C@]3(C)[C@H]1CC2)O)O (3beta)-androsta-5,16-diene-3,17-diol